C(C)C(COC(=O)N1C=NC=C1)CCCC.N1(C=NC=C1)C(=O)OCC(CCCC)CC 2-ethylhexyl 1H-imidazole-1-carboxylate 2-ethylhexyl-1H-imidazole-1-carboxylate